C1C(CC12CCNCC2)OC=2C(C=C(OC2)CN2CC1=CC=CC=C1CC2)=O 5-((7-Azaspiro[3.5]nonan-2-yl)oxy)-2-((3,4-dihydroisoquinolin-2(1H)-yl)methyl)-4H-pyran-4-one